BrC1=C(C=C(C=C1)CC(=O)[O-])COC1=CC(=CC=C1)CO (4-bromo-3-((3-(hydroxymethyl)phenoxy)methyl)phenyl)acetate